C(C1=CC=CC=C1)OC1=NC(=CC=C1C1=CC=C(OCC2CCN(CC2)C(=O)OC(C)(C)C)C=C1)OCC1=CC=CC=C1 tert-butyl 4-((4-(2,6-bis(benzyloxy)pyridin-3-yl)phenoxy)methyl)piperidine-1-carboxylate